C\C(=C/CCOC1=C(C(=C(C(=O)OC)C(=C1)C)O)C)\CCC=C(C)C methyl (E)-4-((4,8-dimethylnona-3,7-dien-1-yl) oxy)-2-hydroxy-3,6-dimethylbenzoate